Trans-4-[(4-(1H-imidazol-1-yl)-6-[(5-methyl-1H-pyrazol-3-yl)amino]pyrimidin-2-yl)amino]adamantan-1-ol pentyl-10-((3-aminopropyl)(5-(nonadecan-10-yloxy)-5-oxopentyl)amino)decanoate C(CCCC)C(C(=O)OC12CC3C(C(CC(C1)C3)C2)NC2=NC(=CC(=N2)N2C=NC=C2)NC2=NNC(=C2)C)CCCCCCCCN(CCCCC(=O)OC(CCCCCCCCC)CCCCCCCCC)CCCN